3-((4-(2-methylpyridin-3-yl)phenyl)sulfonyl)pyridine-2,4-diol CC1=NC=CC=C1C1=CC=C(C=C1)S(=O)(=O)C=1C(=NC=CC1O)O